6-methyl-2-ethyl-3-hydroxypyridine hydrochloride Cl.CC1=CC=C(C(=N1)CC)O